tert-butyl (R)-(1-(3-(8-methoxyimidazo[1,2-a]pyrazin-6-yl)phenyl)ethyl)carbamate COC=1C=2N(C=C(N1)C=1C=C(C=CC1)[C@@H](C)NC(OC(C)(C)C)=O)C=CN2